tert-butyl 3-(5-(3-cyano-6-(2-morpholinoethoxy) pyrazolo[1,5-a]pyridin-4-yl) pyrimidin-2-yl)-3,6-diazabicyclo[3.1.1]heptane-6-carboxylate C(#N)C=1C=NN2C1C(=CC(=C2)OCCN2CCOCC2)C=2C=NC(=NC2)N2CC1N(C(C2)C1)C(=O)OC(C)(C)C